2-ethyl-3-[(1-methylprolyl)amino]benzene C(C)C1=CC=CC=C1NC([C@H]1N(CCC1)C)=O